FC1=CC(=C(C=C1N1N=C(C(=C1)C=1C=C2CCNC(C2=CC1)=O)[N+](=O)[O-])NC(C=C)=O)C N-(4-fluoro-2-methyl-5-(3-nitro-4-(1-oxo-1,2,3,4-tetrahydroisoquinolin-6-yl)-1H-pyrazol-1-yl)phenyl)acrylamide